FC1=C(CN2N=NC(=C2)C2(C(N(C3=CC=CC=C3C2=O)CC(C)C)=O)O)C=CC(=C1)C(F)(F)F (1-(2-fluoro-4-(trifluoromethyl)benzyl)-1H-1,2,3-triazol-4-yl)-3-hydroxy-1-isobutylquinoline-2,4(1H,3H)-dione